tert-butyl ((3S,4S)-8-(5-bromopyrazin-2-yl)-3-methyl-2-oxa-8-azaspiro[4.5]decan-4-yl)carbamate BrC=1N=CC(=NC1)N1CCC2([C@@H]([C@@H](OC2)C)NC(OC(C)(C)C)=O)CC1